2,6-diaminohexanoic acid amide NC(C(=O)N)CCCCN